(2-((2R,3S,4S,5S,6R)-3,4,5-trihydroxy-6-(1-phenethyl-1H-1,2,3-triazol-4-yl)tetrahydro-2H-pyran-2-yl)ethyl)phosphonic acid O[C@@H]1[C@H](O[C@@H]([C@H]([C@H]1O)O)C=1N=NN(C1)CCC1=CC=CC=C1)CCP(O)(O)=O